The molecule is a dihydroagarofuran sesquiterpenoid that consists of dihydro-beta-agarofuran substituted by acetoxy groups at positions 1 and 8 and furoyloxy groups at positions 6 and 9 (the 1beta,8beta,6alpha,9alpha stereoisomer). Isolated from Celastrus orbiculatus and exhibits inhibition of both NF-kappaB activation and nitric oxide production. It has a role as a metabolite and a NF-kappaB inhibitor. It is an acetate ester, a bridged compound, a cyclic ether, a dihydroagarofuran sesquiterpenoid and an organic heterotricyclic compound. It derives from a 3-furoic acid. C[C@@H]1CC[C@@H]([C@@]2([C@]13[C@@H]([C@@H]([C@H]([C@@H]2OC(=O)C4=COC=C4)OC(=O)C)C(O3)(C)C)OC(=O)C5=COC=C5)C)OC(=O)C